NCCCCC(C(=O)NN)NC(=O)C(=O)O {[5-amino-1-(hydrazinecarbonyl)pentyl]carbamoyl}formic acid